BrC1=CC(=C(C2=C1N=C(N2)C)C(=O)OC)Cl methyl 7-bromo-5-chloro-2-methyl-3H-benzimidazole-4-carboxylate